C1(CCCCC1)C(COC)(COC)C(C)C 2-cyclohexyl-2-isopropyl-1,3-dimethoxypropane